(4-bromobutyl)piperazine BrCCCCN1CCNCC1